N-phenyl-N',N'-dipentylurea C1(=CC=CC=C1)NC(=O)N(CCCCC)CCCCC